3-(2-((1-cyclohexylpropan-2-ylamino)methyl)phenyl)propan-1-ol C1(CCCCC1)CC(C)NCC1=C(C=CC=C1)CCCO